CHLOROFLUOROBUTANE CCCC(F)Cl